C1(=CC=CC=C1)NC1=CC=CC2=CC=CC=C12 N-PHENYL-1-NAPHTHYLAMIN